C[C@@]1(C(=O)N2[C@H](C(=O)N3CCC[C@H]3[C@@]2(O1)O)CC4=CC=CC=C4)NC(=O)[C@@H]5C[C@H]6[C@@H](CC7=CNC8=CC=CC6=C78)N(C5)C.C[C@@]1(C(=O)N2[C@H](C(=O)N3CCC[C@H]3[C@@]2(O1)O)CC4=CC=CC=C4)NC(=O)[C@@H]5C[C@H]6[C@@H](CC7=CNC8=CC=CC6=C78)N(C5)C.[C@@H]([C@H](C(=O)O)O)(C(=O)O)O The molecule is the L-(+)-tartaric acid salt of dihydroergotamine, a semisynthetic ergot alkaloid with weaker oxytocic and vasoconstrictor properties than ergotamine. Both the tartrate and the mesylate salts are used for the treatment of migraine and orthostatic hypotension. It has a role as a serotonergic agonist, a non-narcotic analgesic and a vasoconstrictor agent. It contains a dihydroergotamine.